CN(C=1C=C(C=CC1)NC=1C=2N(C3=C(N1)C=CN=C3)C=CC2C(=O)O)C 6-((3-(dimethylamino)phenyl)amino)pyrido[4,3-e]pyrrolo[1,2-a]pyrazine-7-carboxylic acid